N[C@@H]1C=2N(C=NC2CC12CCN(CC2)C=2C(=NC(=C(N2)C)C2=C(C(=CC=C2)Cl)Cl)C2(CC2)O)C (S)-1-(3-(6-amino-1-methyl-4,6-dihydro-1H-spiro[cyclopenta[d]imidazole-5,4'-piperidin]-1'-yl)-6-(2,3-dichlorophenyl)-5-methylpyrazin-2-yl)cyclopropane-1-ol